BrC=1C=C(C=C2C([C@H](COC12)CC1=CC(=C(C=C1)Cl)Cl)=O)CN1/C(/OC=C1)=N\C(OC(C)(C)C)=O tert-butyl (S,E)-(3-((8-bromo-3-(3,4-dichlorobenzyl)-4-oxochroman-6-yl)methyl)oxazol-2(3H)-ylidene)carbamate